1-(3-diethoxyphosphorylpropoxy)-2,3-difluoro-4-[4-(4-pentylcyclohexyl)cyclohexyl]benzene tert-Butyl-4-[3-(2,6-dioxo-3-piperidyl)-1-methyl-indazol-6-yl]piperazine-1-carboxylate C(C)(C)(C)OC(=O)N1CCN(CC1)C1=CC=C2C(=NN(C2=C1)C)C1C(NC(CC1)=O)=O.C(C)OP(=O)(OCC)CCCOC1=C(C(=C(C=C1)C1CCC(CC1)C1CCC(CC1)CCCCC)F)F